bis(naphthalen-1-yl)-[1,1'-biphenyl] C1(=CC=CC2=CC=CC=C12)C1=CC=C(C=C1)C1=CC=C(C=C1)C1=CC=CC2=CC=CC=C12